CCCCCC/C=C\CCCCCCCC(=O)OC[C@H](COP(=O)(O)OC[C@H](CO)O)OC(=O)CCCCC/C=C\C/C=C\C/C=C\C/C=C\CCCCC 1-(9Z-hexadecenoyl)-2-(7Z,10Z,13Z,16Z-docosatetraenoyl)-glycero-3-phospho-(1'-sn-glycerol)